CC=1C(=CN2N=C(N=C(C21)NC2=NC=C(C=C2)N2CCCC2)C=2N(C=CN2)C)C2=NN(C=C2)C 5-Methyl-2-(1-methyl-1H-imidazol-2-yl)-6-(1-methyl-1H-pyrazol-3-yl)-N-(5-(pyrrolidin-1-yl)pyridin-2-yl)pyrrolo[2,1-f][1,2,4]triazin-4-amine